FC=1C=C(C=2C(C(CCC2C1C)CNCCO)=O)NC(C)=O N-(3-fluoro-7-(((2-hydroxyethyl)amino)methyl)-4-methyl-8-oxo-5,6,7,8-tetrahydronaphthalen-1-yl)acetamide